C[C@H]1NCC2=C(C=3C=4C=CC(=NC4C=CC3S2)C2=CC(=NC=C2CN2CCOCC2)C=C)NC1 (R)-10-methyl-3-(5-(morpholinomethyl)-2-vinylpyridin-4-yl)-9,10,11,12-tetrahydro-8H-[1,4]diazepino[5',6':4,5]thieno[3,2-f]quinolin